C(C)(C)(C)OC(=O)NC1=CC(=C(C=N1)N1C=C(C(C2=CC(=C(C=C12)N1CC2=NC=CC=C2C1)C)=O)C(=O)O)C 1-(6-((tert-butoxy-carbonyl)amino)-4-methylpyridin-3-yl)-7-(5,7-dihydro-6H-pyrrolo[3,4-b]-pyridin-6-yl)-6-methyl-4-oxo-1,4-dihydroquinoline-3-carboxylic acid